C(C1=CC=CC=C1)N1N=C(C(=C1Cl)CCN[C@@H]1C(N(C2=C(OC1)C=C1CCCCC1=C2)C)=O)C(=O)OCC Ethyl (S)-1-benzyl-5-chloro-4-(2-((5-methyl-4-oxo-2,3,4,5,7,8,9,10-octahydronaphtho[2,3-b][1,4]oxazepin-3-yl) amino) ethyl)-1H-pyrazole-3-carboxylate